C(CCC)C1(OC(C2=C(O1)C(=C(C=C2CCCCC)O)C=2C=C(C=CC2)C)=O)CC(C)=O 2-butyl-7-hydroxy-2-(2-oxopropyl)-5-pentyl-8-(m-tolyl)-4H-benzo[d][1,3]dioxin-4-one